(R)-2-(1-(5-cyclohexylpyridin-3-yl)cyclopropyl)-6-(2-(3'-fluoro-[1,1'-biphenyl]-3-yl)-2-hydroxyacetyl)-3,5,6,7,8,9-hexahydro-4H-pyrimido[5,4-c]azepin-4-one C1(CCCCC1)C=1C=C(C=NC1)C1(CC1)C=1NC(C=2CN(CCCC2N1)C([C@H](O)C=1C=C(C=CC1)C1=CC(=CC=C1)F)=O)=O